4-(4-(1-methyl-1H-pyrazol-3-yl)benzyl)-6-(1H-pyrazol-1-yl)-N-(2-oxaspiro[3.3]heptan-6-yl)picolinamide CN1N=C(C=C1)C1=CC=C(CC2=CC(=NC(=C2)N2N=CC=C2)C(=O)NC2CC3(COC3)C2)C=C1